ClC1=C(C=C(C=C1)F)C1(NC(C=2C=3C=NN(C3C=C(C21)NCC2=CC=C(C=C2)OC)CC(F)F)=O)O 6-(2-chloro-5-fluorophenyl)-3-(2,2-difluoroethyl)-6-hydroxy-5-{[(4-methoxyphenyl)methyl]amino}-7,8-dihydro-6H-pyrrolo[4,3-e]indazol-8-one